2'-chloro-5'-methoxy-6-methyl-N-(5-(6-(trifluoromethyl)nicotinoyl)-5,6-dihydro-4H-pyrrolo[3,4-d]thiazol-2-yl)-[4,4'-bipyridine]-3-carboxamide ClC1=NC=C(C(=C1)C1=C(C=NC(=C1)C)C(=O)NC=1SC2=C(N1)CN(C2)C(C2=CN=C(C=C2)C(F)(F)F)=O)OC